Cl.Cl.N[C@@H](COC1=C(C=2C=C(C=NC2C=C1)F)C(=O)OCC1=CC=CC=C1)CC1=NC(=CC=C1)OC Benzyl (R)-6-(2-amino-3-(6-methoxypyridin-2-yl)propoxy)-3-fluoroquinoline-5-carboxylate dihydrochloride